C(C)(C)C1C(C=C(CC1)C)C=1C(=CC(=CC1O)CCCCC)O 2'-isopropyl-5'-methyl-4-pentyl-1',2',3',4'-tetrahydro-[1,1'-biphenyl]-2,6-diol